N-(3-((2R,4S)-2-(2,5-difluorophenyl)-4-fluoropyrrolidin-1-yl)-1H-pyrazolo[3,4-b]pyridin-5-yl)-6-((S)-3-hydroxypyrrolidin-1-yl)nicotinamide FC1=C(C=C(C=C1)F)[C@@H]1N(C[C@H](C1)F)C1=NNC2=NC=C(C=C21)NC(C2=CN=C(C=C2)N2C[C@H](CC2)O)=O